ClC1=CC=C(C=C1)NC1=CC(=C(C=C1C)N=CN(C)CC)C N'-(4-((4-chlorophenyl)amino)-2,5-dimethylphenyl)-N-ethyl-N-methylformimidamide